6-amino-2-(3,5-dichloro-4-((1-oxo-2,5,6,7-tetrahydro-1H-cyclopenta[d]pyridazin-4-yl)oxy)phenyl)-1,2,4-triazine-3,5(2H,4H)-dione NC=1C(NC(N(N1)C1=CC(=C(C(=C1)Cl)OC=1C2=C(C(NN1)=O)CCC2)Cl)=O)=O